C(C)O[C@@H]1C[C@H](N(CC1)CC1=C2C=CNC2=C(C=C1OC)C)C1=CC=C(C(=O)O)C=C1 4-((2S,4S)-4-ethoxy-1-((5-methoxy-7-methyl-1H-indol-4-yl)methyl)piperidin-2-yl)benzoic acid